lithium (S,S)-bis-(1-phenylethyl)amide C1(=CC=CC=C1)[C@H](C)[N-][C@@H](C)C1=CC=CC=C1.[Li+]